C(O)(=O)OC[C@H](N)CO serinol carbonate